C(CCCCCCCCCCCCCCCC(C)C)NC(O)=O isononadecyl-carbamic acid